methyl-4-amino-3-chloro-6-[1-(2,2-dimethylpropionyl)-7-fluoro-1H-indol-6-yl]-5-fluoropyridine-2-carboxylic acid COC(=O)C1=NC(=C(C(=C1Cl)N)F)C1=CC=C2C=CN(C2=C1F)C(C(C)(C)C)=O